C(C)(C)OC1=CC=C2C(=NC=NC2=C1)O[C@@H]1CC[C@H](CC1)N1C(N(CC1=O)C=1C=NC=C(C1)C(F)(F)F)=O 3-{trans-4-[(7-isopropoxy-4-quinazolinyl)oxy]cyclohexyl}-1-[5-(trifluoromethyl)-3-pyridinyl]-2,4-imidazolidinedione